2-chloro-7-methyl-9-((tetrahydro-2H-pyran-4-yl)methyl)-7,9-dihydro-8H-purin-8-one ClC1=NC=C2N(C(N(C2=N1)CC1CCOCC1)=O)C